FC1=C(C(=C(C(=C1OC(=O)C1CCCCC1)F)F)F)F cyclohexane-1-carboxylic acid pentafluorophenyl ester